C=CCCCCCCCCCCCCCCCCC=C eicosa-1,19-diene